2-(9H-carbazol-2-yl)-N-(3,4-dimethoxybenzyl)acetamide C1=C(C=CC=2C3=CC=CC=C3NC12)CC(=O)NCC1=CC(=C(C=C1)OC)OC